C(C)(C)(C)OC(=O)N([C@H](C(=O)N[C@H](C(=O)N1CCN(CC1)C(=O)C=1N(C2=CC(=C(C=C2C1C(=O)O)F)F)C)C1CCCCC1)C)C 2-(4-((S)-2-((S)-2-((tert-Butoxycarbonyl)(methyl)amino)propanamido)-2-cyclohexylacetyl)piperazine-1-carbonyl)-5,6-difluoro-1-methyl-1H-indole-3-carboxylic Acid